6,8-Dibromo-2-methyl-3-[2-(D-xylopyranosylamino)phenyl]-4(3H)-quinazolone BrC=1C=C2C(N(C(=NC2=C(C1)Br)C)C1=C(C=CC=C1)NC1[C@H](O)[C@@H](O)[C@H](O)CO1)=O